4-((S)-4-propenoyl-2-methylpiperazin-1-yl)-1-(2,6-dimethylphenyl)-6-fluoro-7-(3-fluorophenoxy)pyrido[2,3-d]pyrimidin-2(1H)-one C(C=C)(=O)N1C[C@@H](N(CC1)C=1C2=C(N(C(N1)=O)C1=C(C=CC=C1C)C)N=C(C(=C2)F)OC2=CC(=CC=C2)F)C